((3S,5S,7S)-Adamantan-1-yl)methyl-d2 ((S)-4-methyl-1-oxo-1-(((S)-1-oxo-3-((S)-2-oxopyrrolidin-3-yl)propan-2-yl)amino)pentan-2-yl)carbamate CC(C[C@@H](C(N[C@H](C=O)C[C@H]1C(NCC1)=O)=O)NC(OC([2H])([2H])C12CC3CC(CC(C1)C3)C2)=O)C